7-[5-bromo-4-methoxy-2-[4-(trifluoromethoxy)pyrazol-1-yl]phenyl]-N-[(2,4-dimethoxyphenyl)methyl]cinnolin-4-amine BrC=1C(=CC(=C(C1)C1=CC=C2C(=CN=NC2=C1)NCC1=C(C=C(C=C1)OC)OC)N1N=CC(=C1)OC(F)(F)F)OC